CC1=NC=C(C=C1NC(=O)C=1N=NN2C1C=CC(=C2)C2=CC=C(C=C2)S(=O)C)NC(CN2[C@H](CCC2)C)=O N-[2-methyl-5-[[2-[(2S)-2-methylpyrrolidin-1-yl]acetyl]amino]-3-pyridyl]-6-(4-methylsulfinylphenyl)triazolo[1,5-a]pyridine-3-carboxamide